FC1(CC(C1)NC=1N=CC2=C(N(C(C=3C=C(C=CC23)N2CC3(COC3)C2)=O)[C@@H]2CC[C@H](CC2)O)N1)F trans-3-((3,3-difluorocyclobutyl)amino)-5-(4-hydroxycyclohexyl)-8-(2-oxa-6-azaspiro[3.3]heptan-6-yl)pyrimido[4,5-c]isoquinolin-6(5H)-one